(1aR,5aR)-2-(2,4-Difluoro-phenyl)-1a,2,5,5a-tetrahydro-1H-2,3-diaza-cyclopropa[a]pentalene-4-carboxylic acid (1-phenyl-cyclopropyl)-amide C1(=CC=CC=C1)C1(CC1)NC(=O)C=1C=2C[C@@H]3[C@H](C2N(N1)C1=C(C=C(C=C1)F)F)C3